2-(1-adamantylsulfanyl)-3,5,5-trimethyl-cyclohex-2-en-1-one C12(CC3CC(CC(C1)C3)C2)SC=2C(CC(CC2C)(C)C)=O